FC=1C=CC(=NC1)C(C)NC 1-(5-fluoropyridin-2-yl)-N-methylethan-1-amine